Methyl 7-((R)-4-(((R)-tert-butylsulfinyl)amino)-2-methyl-5,6-dihydro-4H-pyrrolo[1,2-b]pyrazol-3-yl)-6-chloro-3-(3-methoxy-3-oxopropyl)-1H-indole-2-carboxylate C(C)(C)(C)[S@@](=O)N[C@@H]1CCN2N=C(C(=C21)C=2C(=CC=C1C(=C(NC21)C(=O)OC)CCC(=O)OC)Cl)C